3-((1H-pyrazolo[3,4-b]pyridin-5-yl)ethynyl)-4-methyl-N-(4-((4-methylpiperazine-1-yl)methyl)-3-(trifluoromethyl)phenyl)benzamide Hydrobromide Br.N1N=CC=2C1=NC=C(C2)C#CC=2C=C(C(=O)NC1=CC(=C(C=C1)CN1CCN(CC1)C)C(F)(F)F)C=CC2C